BrC1=CC(=CN(C1=O)C)C(=O)NN 5-bromo-1-methyl-6-oxo-pyridine-3-carbohydrazide